CC1(NC(CC(C1)OC(=O)CC(C(C)C(=O)OC1CC(NC(C1)(C)C)(C)C)C(=O)OC1CC(NC(C1)(C)C)(C)C)(C)C)C tris(2,2,6,6-tetramethyl-4-piperidyl)butane-1,2,3-tricarboxylate